4-Hydroxy-3-(2'-hydroxybiphenyl-4-yl)-6-oxo-6,7-dihydrothieno[2,3-b]pyridine-5-carbonitrile OC=1C2=C(NC(C1C#N)=O)SC=C2C2=CC=C(C=C2)C2=C(C=CC=C2)O